2-amino-tert-butyl-3-formyl-6-chlorochromone NC=1OC2=CC=C(C(=C2C(C1C=O)=O)C(C)(C)C)Cl